6-methyl-4-(1-(2-(methylthio)ethyl)-2-oxo-5-phenyl-1,2-dihydropyridin-4-yl)-1-tosyl-2-(1-(trifluoromethyl)-1H-pyrazol-4-yl)-1,6-dihydro-7H-pyrrolo[2,3-c]pyridin-7-one CN1C(C2=C(C(=C1)C1=CC(N(C=C1C1=CC=CC=C1)CCSC)=O)C=C(N2S(=O)(=O)C2=CC=C(C)C=C2)C=2C=NN(C2)C(F)(F)F)=O